2-(2-methylhydrazine-1-ylidene)-4-oxobutanoic acid ethyl ester C(C)OC(C(CC=O)=NNC)=O